FC1=C(C=CC(=C1COC=1C=C2C(=NC1)N(N=C2)COCC[Si](C)(C)C)F)NS(=O)(=O)C=2C(=NC=C(C2)F)C N-(2,4-difluoro-3-(((1-((2-(trimethylsilyl)ethoxy)methyl)-1H-pyrazolo[3,4-b]pyridin-5-yl)oxy)methyl)phenyl)-5-fluoro-2-methylpyridine-3-sulfonamide